ClC1=CC=C2C(=CC(=NC2=C1Cl)N1[C@@H]([C@H](CC1)F)C(=O)OC)N1C=NC=C1 Methyl (2R,3S)-1-(7,8-Dichloro-4-(1H-Imidazol-1-Yl) Quinolin-2-Yl)-3-Fluoropyrrolidine-2-Carboxylate